ClC=1N=CC2=C(N1)N(C(S2)=O)CC2=CC=C(C=C2)C=2N(C=C(N2)C(F)(F)F)C 5-chloro-3-([4-[1-methyl-4-(trifluoromethyl)imidazol-2-yl]phenyl]methyl)-[1,3]thiazolo[4,5-d]pyrimidin-2-one